C(C)OC(C)(C)OC(=O)COC(=O)C1C2C3C4C=CC(C3C(C1)C2)C4 8-(1-ethoxy-1-methylethyloxycarbonylmethyloxycarbonyl)-tetracyclo[4.4.0.12,5.17,10]-3-dodecene